2,6-dichloro-4-[difluoro(phenyl)methyl]pyridine ClC1=NC(=CC(=C1)C(C1=CC=CC=C1)(F)F)Cl